C([C@H](O)C)(=O)[O-] (-)-D-lactate